rac-trans-2-fluoro-5-(4-fluorophenyl)-8-methoxy-7-(trifluoromethyl)-3-(3,3,3-trifluoropropyl)-2,3,4,5-tetrahydrobenzo[b][1,4]thiazepine 1,1-dioxide F[C@H]1[C@@H](CN(C2=C(S1(=O)=O)C=C(C(=C2)C(F)(F)F)OC)C2=CC=C(C=C2)F)CCC(F)(F)F |r|